CN(C1CCN(CC1)C1=NC=C(C=O)C=C1C)C 6-(4-(dimethylamino)piperidin-1-yl)-5-methylnicotinaldehyde